(-)-1-(4-chlorophenyl)-3-[(3S*,4R*)-4-(4-methoxyphenyl)-1-methyl-2-oxopyrrolidin-3-yl]urea ClC1=CC=C(C=C1)NC(=O)N[C@@H]1C(N(C[C@H]1C1=CC=C(C=C1)OC)C)=O |o1:11,15|